C(C=C)(=O)N1CC(C1)(C)CN1CCC(CC1)N1N=CC(=C1C)C=1C=C(C=2N(C1)N=CC2C#N)OC 6-(1-(1-((1-acryloyl-3-methylazetidin-3-yl)methyl)piperidin-4-yl)-5-methyl-1H-pyrazol-4-yl)-4-methoxypyrazolo[1,5-a]pyridine-3-carbonitrile